ClC=1C(=NC=CC1NC1=C(C(C1=O)=O)NC1C(CCC=2N=C(SC21)C)(C)C)C(=O)N(C)C 3-chloro-4-((3,4-dioxo-2-((2,6,6-trimethyl-4,5,6,7-tetrahydrobenzo[d]thiazol-7-yl)amino)cyclobut-1-en-1-yl)amino)-N,N-dimethylpicolinamide